C1(CC1)C(=O)N1CC2(CN(C2)C(=O)C2=NNC(=C2)C(C)C2=CC=CC=C2)C1 (6-(Cyclopropanecarbonyl)-2,6-diazaspiro[3.3]heptan-2-yl)(5-(1-phenylethyl)-1H-pyrazol-3-yl)methanone